t-amylcumyl peroxide C(C)(C)(CC)OOC(C)(C)C1=CC=CC=C1